ClC1=C(N(C2=CC=CC=C12)CC1=CC(=CC=C1)C(F)(F)F)C(=O)N[C@@H](C)C1=CC=C(C(=O)O)C=C1 (S)-4-(1-(3-Chloro-1-(3-(trifluoromethyl)benzyl)-1H-indole-2-carboxamido)ethyl)benzoic acid